2,4,6-trifluoro-5-chloropyrimidine FC1=NC(=C(C(=N1)F)Cl)F